((3aR,4R,6R,6aS)-6-((2-amino-6-chloro-5-(2,2-diethoxyethyl)pyrimidin-4-yl)amino)-2,2-dimethyltetrahydro-4H-cyclopenta[d][1,3]dioxol-4-yl)(3,4-difluorophenyl)methanol NC1=NC(=C(C(=N1)N[C@@H]1C[C@@H]([C@@H]2[C@H]1OC(O2)(C)C)C(O)C2=CC(=C(C=C2)F)F)CC(OCC)OCC)Cl